4-(1-methyl-1H-imidazole-5-yl)piperidine CN1C=NC=C1C1CCNCC1